N-((5-bromothiophen-2-yl)methyl)-3-(5-(1-(naphthalen-1-yl)ethyl)-1,2,4-oxadiazol-3-yl)-5-(trifluoromethyl)aniline BrC1=CC=C(S1)CNC1=CC(=CC(=C1)C(F)(F)F)C1=NOC(=N1)C(C)C1=CC=CC2=CC=CC=C12